(S)-2-((5-fluoro-2-hydroxyphenyl)(1H-pyrrolo[2,3-b]pyridin-2-yl)methyl)isoindolin-1-one FC=1C=CC(=C(C1)[C@H](N1C(C2=CC=CC=C2C1)=O)C1=CC=2C(=NC=CC2)N1)O